4-chloro-2-fluoro-6-[2-(4-fluorophenyl)ethynyl]Aniline ClC1=CC(=C(N)C(=C1)C#CC1=CC=C(C=C1)F)F